N-(6-Methoxy-2-(3-azaspiro[5.5]undecan-9-yl)-2H-indazol-5-yl)-6-(trifluoromethyl)picolinamide COC=1C(=CC2=CN(N=C2C1)C1CCC2(CCNCC2)CC1)NC(C1=NC(=CC=C1)C(F)(F)F)=O